2-(bicyclo[1.1.1]pentan-1-yl)acetyl chloride C12(CC(C1)C2)CC(=O)Cl